The molecule is a 1,2-diacyl-sn-glycerol 3-phosphate in which the acyl substituents at positions 1 and 2 are both (9Z)-hexadecenoyl (palmitoleoyl). It derives from a palmitoleic acid. It is a conjugate acid of a 1,2-di-[(9Z)-hexadecenoyl]-sn-glycero-3-phosphate(2-). CCCCCC/C=C\\CCCCCCCC(=O)OC[C@H](COP(=O)(O)O)OC(=O)CCCCCCC/C=C\\CCCCCC